CC=1N=C(SC1C)NC(=O)C=1C(=C(C=CC1)NCCOCCOCCOCCOCCOCCC(=O)O)C 1-((3-((4,5-Dimethylthiazol-2-yl)carbamoyl)-2-methylphenyl)amino)-3,6,9,12,15-pentaoxaoctadecan-18-oic acid